BrC=1C=C2NC(C(N(C2=C(C1)OC)C)=O)=O 6-Bromo-8-methoxy-1-methyl-1,4-dihydroquinoxaline-2,3-dione